C(C)(=O)N1CCN(CC1)C=1C=C(C=CC1)C=1C(=NC=2N(C1C=1C=NNC1)N=C(C2C(C)C)C(=O)N)N2CC1=CC=C(C=C1C2)Cl (3-(4-Acetylpiperazin-1-yl)phenyl)-5-(5-chloroisoindolin-2-yl)-3-isopropyl-7-(1H-pyrazol-4-yl)pyrazolo[1,5-a]pyrimidine-2-carboxamide